ClC1=NC(=C(C(=N1)N1C[C@@H](N(CC1)C(=O)[O-])CC#N)[N+](=O)[O-])CC1(CCCC2=CC=CC=C12)C(=O)OC (2S)-4-(2-Chloro-6-((1-(methoxycarbonyl)-1,2,3,4-tetrahydronaphthalen-1-yl)methyl)-5-nitropyrimidine-4-yl)-2-(cyanomethyl)piperazine-1-carboxylate